FC=1C=C(C=CC1S(=O)(=O)N1CCN(CC1)C(CCC1=C(C=C(C=C1)C(F)(F)F)CN1N=C(N=N1)C)=O)S(=O)(=O)N 3-fluoro-4-[4-[3-[2-[(5-methyltetrazol-2-yl)methyl]-4-(trifluoromethyl)phenyl]propanoyl]-piperazin-1-yl]sulfonylbenzenesulfonamide